5-(benzyloxy)-3-(1-oxaspiro[2.5]octane-6-yl)pyrazolo[1,5-a]pyridine C(C1=CC=CC=C1)OC1=CC=2N(C=C1)N=CC2C2CCC1(CO1)CC2